[Ru+2].BrC1=C(C=CC=C1)Br Dibromo(benzene) ruthenium (II)